[Na].F[Sb-](F)(F)(F)(F)F.[H+] Hexafluoroantimonic acid sodium salt